C(OC(C)CC)(OOOOC(OC(C)CC)=O)=O dis-butyl peroxy dicarbonate